O=NC(=O)C=1C=2C=CCNC2C=CC1 oxo-1H-quinoline-5-carboxamide